C1(=CC=CC=C1)C=1C=NC(=NC1)NC=1C=C(C(=O)NCCN2CCCCC2)C=CC1 3-[(5-phenylpyrimidin-2-yl)amino]-N-[2-(piperidin-1-yl)ethyl]benzamide